(R)-3-methyl-5-(8-methyl-quinolin-5-yl)-piperidine-1-carboxylic acid tert-butyl ester C(C)(C)(C)OC(=O)N1C[C@@H](CC(C1)C1=C2C=CC=NC2=C(C=C1)C)C